1-(tert-butyl)-3-methyl-7-(4-((4-(methylsulfonyl)piperidin-1-yl)methyl)phenyl)-6-(phenylsulfonyl)-3,6-dihydroimidazo[4,5-d]pyrrolo[2,3-b]pyridin-2(1H)-one C(C)(C)(C)N1C(N(C=2C1=C1C(=NC2)N(C(=C1)C1=CC=C(C=C1)CN1CCC(CC1)S(=O)(=O)C)S(=O)(=O)C1=CC=CC=C1)C)=O